FC1=C(C=CC=C1F)C1CCN(CC1)CC=1C=C2CN(C(C2=CC1)=O)N1C(NC(CC1)=O)=O 1-(5-((4-(2,3-difluorophenyl)piperidin-1-yl)methyl)-1-oxoisoindolin-2-yl)dihydropyrimidine-2,4(1H,3H)-dione